2-(4,4-difluoropiperidin-1-yl)-6-methoxy-N-(piperidin-4-yl)-7-(3-(pyrrolidin-1-yl)prop-1-yn-1-yl)quinazolin-4-amine FC1(CCN(CC1)C1=NC2=CC(=C(C=C2C(=N1)NC1CCNCC1)OC)C#CCN1CCCC1)F